ClCC(C[C@]1(N[C@@H]2CC2C1)C(=O)OC)=C |&1:4| methyl (1R,SR)-3-(2-(chloromethyl)allyl)-2-azabicyclo[3.1.0]hexane-3-carboxylate